ClC=1C=C(C=CC1)[C@H]1[C@@H]([C@H]1C)C(=O)NC1=NC=NC(=C1)NCC=1N=C2N(C=C(C=C2)C2CC2)C1 |o1:7,8,9| (1R*,2R*,3S*)-2-(3-chlorophenyl)-N-(6-(((6-cyclopropylimidazo[1,2-a]pyridin-2-yl)methyl)amino)pyrimidin-4-yl)-3-methylcyclopropane-1-carboxamide